BrC1=C(C(=C(C(=C1C#N)Br)C#N)Br)C#N 2,4,6-tribromobenzene-1,3,5-tri-nitrile